OC1(CCN(CC1)C[C@@H](C)[C@H]1CC[C@H]2\C(\CCC[C@]12C)=C\C=C\1/C([C@H](C[C@@H](C1)O)O)=C)C(F)(F)F (1R,2S,3S,Z)-5-(2-((1R,3aS,7aR,E)-1-((R)-1-(4-hydroxy-4-(trifluoromethyl)piperidine-1-yl)propan-2-yl)-7a-methyloctahydro-4H-inden-4-ylidene)ethylidene)-4-methylenecyclohexane-1,3-diol